C(C)(C)(C)C1N(CC2=C(C=CC=C12)C=1N=NN(C1)CC1=NC=C(C=C1)C=1OC(=NN1)C(F)F)C(=O)O.C(=O)(OCC1C2=CC=CC=C2C2=CC=CC=C12)N[C@@H](CCC(=O)O)C(=O)O Fmocglutamic acid tert-butyl-4-(1-((5-(5-(difluoromethyl)-1,3,4-oxadiazol-2-yl)pyridin-2-yl)methyl)-1H-1,2,3-triazol-4-yl)isoindolin-2-carboxylate